[Na+].COC1=C(/C=C/C(C2=CC(=CC=C2)OCNCC(=O)[O-])S(=O)(=O)C(C2=CC(=CC=C2)OCNCC(=O)[O-])\C=C\C2=C(C=C(C=C2OC)OC)OC)C(=CC(=C1)OC)OC.[Na+] (E)-2,4,6-trimethoxystyryl-3-[(carboxymethyl)amino]methoxybenzylsulphone, sodium salt